N-(5-fluoro-2-methoxy-6-(trifluoromethyl)pyridin-3-yl)-6-(methoxy-d3)-1-tosyl-6-(trifluoromethyl)-4,5,6,7-tetrahydro-1H-indole-3-sulfonamide FC=1C=C(C(=NC1C(F)(F)F)OC)NS(=O)(=O)C1=CN(C=2CC(CCC12)(C(F)(F)F)OC([2H])([2H])[2H])S(=O)(=O)C1=CC=C(C)C=C1